FC1([C@@H](C1)C1=C(C=CC=C1F)[C@@H]1C2=C(NC(=C1C(=O)OC)C)COC2=O)F |o1:2| methyl (S)-4-(2-((S or R)-2,2-difluorocyclopropyl)-3-fluorophenyl)-2-methyl-5-oxo-1,4,5,7-tetrahydrofuro[3,4-b]pyridine-3-carboxylate